FC1(C[C@@H](N(C1)C1=CC=CC=C1)C(=O)OC)F methyl (2R)-4,4-difluoro-1-[phenyl]pyrrolidine-2-carboxylate